3-(3-bromophenyl)-N-(N,N-dimethylsulfamoyl)propanamide BrC=1C=C(C=CC1)CCC(=O)NS(N(C)C)(=O)=O